N-{4-[6-methoxy-7-(3-morpholinopropoxy)quinolin-4-yloxy]phenyl}-3-oxo-4-phenyl-3,4-dihydropyrazine-2-carboxamide COC=1C=C2C(=CC=NC2=CC1OCCCN1CCOCC1)OC1=CC=C(C=C1)NC(=O)C1=NC=CN(C1=O)C1=CC=CC=C1